C1(=CC=CC=C1)P(C(C(=C)B1OC(C(O1)(C)C)(C)C)C1=CC=C(C=C1)C(F)(F)F)(C1=CC=CC=C1)=O diphenyl(2-(4,4,5,5-tetramethyl-1,3,2-dioxaborolan-2-yl)-1-(4-(trifluoromethyl)phenyl)allyl)-phosphine oxide